N,N'-dilauryl ethylenediamine dipropionate C(CC)(=O)O.C(CC)(=O)O.C(CCCCCCCCCCC)NCCNCCCCCCCCCCCC